ClC=1C=C(C=C(C1)S(=O)(=O)C)NC(=O)C1=CN(C(=C1)C1=C(C=C(C=C1C)F)C#N)C N-(3-chloro-5-(methylsulfonyl)phenyl)-5-(2-cyano-4-fluoro-6-methylphenyl)-1-methyl-1H-pyrrole-3-carboxamide